1-hydroxy-benzyl ether OC1(COCC2(CC=CC=C2)O)CC=CC=C1